COC=1C=C(C=O)C=CC1OCS(=O)C 3-methoxy-4-((methylsulfinyl)methoxy)benzaldehyde